N1=CC=C(C=C1)C(C)(C)C1COC2=CC=CC=C2C1=O 3-(2-(pyridin-4-yl)propan-2-yl)chroman-4-one